5-([4,1':4',4''-terpiperidin]-1''-yl)-2-(2,6-dioxopiperidin-3-yl)isoindoline-1,3-dione trifluoroacetate FC(C(=O)O)(F)F.N1CCC(CC1)N1CCC(CC1)C1CCN(CC1)C=1C=C2C(N(C(C2=CC1)=O)C1C(NC(CC1)=O)=O)=O